4-[4-(4-(6-chloro-7-methoxyquinolin-3-yl)-phenoxy)-piperidin-1-yl]-(R)-tetrahydrofuran-2-yl-methanone ClC=1C=C2C=C(C=NC2=CC1OC)C1=CC=C(OC2CCN(CC2)C2C[C@@H](OC2)C=O)C=C1